N1=C(C=CC2=CC=CC=C12)C(=O)NNC(NC1=CC=C(C=C1)C(F)(F)F)=S 2-(Quinoline-2-carbonyl)-N-(4-(trifluoromethyl)phenyl)hydrazine-1-carbothioamide